ethyl 6-bromo-2-(phenethylthio)pyrazolo[5,1-b]thiazole-3-carboxylate BrC1=NN2C(SC(=C2C(=O)OCC)SCCC2=CC=CC=C2)=C1